CC(C)C(C(C)C)O[S@@](=O)C1=CC=C(C=C1)Br (R)-2,4-Dimethylpentan-3-yl-4-bromobenzenesulfinate